3-(4-hydroxyphenyl)-4-(4-pyridyl)pyrazole-1-carboxylic acid tert-butyl ester C(C)(C)(C)OC(=O)N1N=C(C(=C1)C1=CC=NC=C1)C1=CC=C(C=C1)O